N1N=CC=C1C1=CC=CC(=N1)C=1N=NN(C1)C1=CC=C(C=C1)NC(=O)[C@@H]1CNCCC1 (S)-N-(4-(4-(6-(1H-pyrazol-5-yl)pyridin-2-yl)-1H-1,2,3-triazol-1-yl)phenyl)piperidine-3-carboxamide